ClC1=C(C=CC=C1C=1N=C(C(=NC1)N1CC(C1)NC(OC(C)(C)C)=O)OC)C1=C(C(=CC=C1)C1=CC=2N(C(C(=CN2)C=O)=O)C=C1)Cl tert-Butyl (1-(5-(2,2'-dichloro-3'-(3-formyl-4-oxo-4H-pyrido[1,2-a]pyrimidin-8-yl)-[1,1'-biphenyl]-3-yl)-3-methoxypyrazin-2-yl)azetidin-3-yl)carbamate